[3-Cyano-4-(1H-imidazol-2-yl)-6-thiophen-2-yl-pyridin-2-yloxy]-phenyl-acetic acid C(#N)C=1C(=NC(=CC1C=1NC=CN1)C=1SC=CC1)OC(C(=O)O)C1=CC=CC=C1